(aminomethyl)-N,N-dimethylpyridineamide dihydrochloride Cl.Cl.NCC=1C(=NC=CC1)C(=O)N(C)C